(S)-3-(2-(1-(5-oxa-2-azaspiro[3.4]octan-7-yl)piperidin-4-yl)-4-fluorophenoxy)-2,2-dimethylpropanenitrile C1NCC12OC[C@H](C2)N2CCC(CC2)C2=C(OCC(C#N)(C)C)C=CC(=C2)F